N-methyl-N-((1S)-2,2,2-trifluoro-1-(5-((5-fluoro-2,3-dihydro-1H-inden-2-yl)amino)pyridin-2-yl)ethyl)tetrahydro-2H-thiopyran-4-carboxamide 1,1-dioxide CN(C(=O)C1CCS(CC1)(=O)=O)[C@H](C(F)(F)F)C1=NC=C(C=C1)NC1CC2=CC=C(C=C2C1)F